dimethyl-chroman-6-carboxylic acid CC1(OC2=CC=C(C=C2CC1)C(=O)O)C